5-Amino-1-isopropyl-3-[4-[2-oxo-2-[[5-[2,2-dimethylcyclobutyl]isoxazol-3-yl]amino]ethyl]phenyl]pyrazole-4-carboxamide NC1=C(C(=NN1C(C)C)C1=CC=C(C=C1)CC(NC1=NOC(=C1)C1C(CC1)(C)C)=O)C(=O)N